4-((2s,4r)-1-((5-methoxy-7-methyl-1H-indol-4-yl)methyl)-4-(4-(trifluoromethyl)-1H-pyrazol-1-yl)piperidin-2-yl)benzoic acid COC=1C(=C2C=CNC2=C(C1)C)CN1[C@@H](C[C@@H](CC1)N1N=CC(=C1)C(F)(F)F)C1=CC=C(C(=O)O)C=C1